Ethyl 5-(3-methoxy-3-oxopropanoylamino)-3,6-dihydro-2H-pyran-4-carboxylate COC(CC(=O)NC1=C(CCOC1)C(=O)OCC)=O